ClC=1C=C(C(=O)NCCC(=O)NC=2SC(=C(N2)C)C(=O)OCC)C=C(C1)C1=NOC(=N1)C Ethyl 2-(3-(3-chloro-5-(5-methyl-1,2,4-oxadiazol-3-yl)benzamido)-propanamido)-4-methylthiazole-5-carboxylate